5-isopropyl-2-methyl-4,7,11,39-tetraoxo-15,18,21,24,27,30,33,36-octaoxa-3,6,12,40-tetraazatetratetracontan-1-oic anhydride C(C)(C)C(C(NC(C(=O)OC(C(NC(C(NC(CCCC(NCCOCCOCCOCCOCCOCCOCCOCCOCCC(NCCCC)=O)=O)=O)C(C)C)=O)C)=O)C)=O)NC(CCCC(NCCOCCOCCOCCOCCOCCOCCOCCOCCC(NCCCC)=O)=O)=O